1-[5-(difluoromethyl)-1,3,4-oxadiazol-2-yl]-3-ethyl-5-fluoro-benzoimidazol-2-one FC(C1=NN=C(O1)N1C(N(C2=C1C=CC(=C2)F)CC)=O)F